COC1=C(C=CC(=C1)C=1N(C=CN1)C)NC=1N=CC2=C(N1)C(=NC(=C2)C)N2CCC(CC2)(C#N)C 1-(2-((2-methoxy-4-(1-methyl-1H-imidazol-2-yl)phenyl)amino)-6-methylpyrido[3,4-d]pyrimidin-8-yl)-4-methylpiperidine-4-carbonitrile